FC(CC(=O)NCC1=C(C(=C(C=C1)C1=NOC(=N1)C(F)(F)F)F)F)(F)F 3,3,3-trifluoro-N-((2,3-difluoro-4-[5-(trifluoromethyl)-1,2,4-oxadiazol-3-yl]phenyl)methyl)propanamide